N1C=C(C2=CC=CC=C12)CCOC1N(CCC2=CC(=C(C=C12)OC)OC)C1OCCC(C1)C(=O)C1CC(OCC1)N1C(C2=CC(=C(C=C2CC1)OC)OC)OCCC1=CNC2=CC=CC=C12 (1-(2-(1H-indol-3-yl)ethoxy)-6,7-dimethoxy-3,4-dihydro-isoquinoline-2(1H)-yl)(tetrahydro-2H-pyran-4-yl)ketone